1-pentadecanoyl-2-(9Z-heptadecenoyl)-glycero-3-phosphocholine CCCCCCCCCCCCCCC(=O)OC[C@H](COP(=O)([O-])OCC[N+](C)(C)C)OC(=O)CCCCCCC/C=C\CCCCCCC